N-(6-(4-(2-hydroxypropan-2-yl)-2-azabicyclo[2.1.1]hexan-2-yl)pyrimidin-4-yl)-6-(1-methyl-1H-pyrazol-4-yl)picolinamide OC(C)(C)C12CN(C(C1)C2)C2=CC(=NC=N2)NC(C2=NC(=CC=C2)C=2C=NN(C2)C)=O